acrylic acid N-hydroxy amide ONC(C=C)=O